1-benzyl 4-(tert-butyl) 1,4-diazepane-1,4-dicarboxylate N1(CCN(CCC1)C(=O)OC(C)(C)C)C(=O)OCC1=CC=CC=C1